CN1C(C(N(CC1=O)C)=O)CCC(=O)OC methyl 3-(1,4-dimethyl-3,6-dioxopiperazin-2-yl)propanoate